NC=1CC(=CC2=C(N1)C=CS2)C(=O)N(CCC)CC2=C(C=C(C=C2)CN)C(F)(F)F 5-amino-N-[[4-(aminomethyl)-2-(trifluoromethyl)phenyl]methyl]-N-propyl-6H-thieno[3,2-b]azepine-7-carboxamide